(3R,4R,5S)-4-acetylamino-5-((6-fluoro-[1,1'-biphenyl]-3-yl)methyl)amino-3-(pentan-3-yloxy)cyclohex-1-ene-1-carboxylic acid C(C)(=O)N[C@H]1[C@@H](C=C(C[C@@H]1NCC=1C=C(C(=CC1)F)C1=CC=CC=C1)C(=O)O)OC(CC)CC